C(C)(C)(C)C1=CC2=C(OC(O2)CC(=O)C2=CC(=CC=C2)OC)C=C1 2-(5-(tert-butyl)benzo[d][1,3]dioxol-2-yl)-1-(3-methoxyphenyl)ethan-1-one